1,1-dioxo-1,4-thiazinane-4-carboxamide O=S1(CCN(CC1)C(=O)N)=O